6-(3-Fluoro-benzyl)-3,3-dimethyl-2,3-dihydro-1H-pyrrolo[3,2-c]pyridine, Hydrochloride Salt Cl.FC=1C=C(CC2=CC3=C(C=N2)C(CN3)(C)C)C=CC1